C(C)(C)OC1=C(C=CC=C1)[C@H]1CN(CCN1)CC1=C(C(=NC=C1)N1CCOCC1)OC (S)-4-(4-((3-(2-isopropoxyphenyl)piperazin-1-yl)methyl)-3-methoxypyridin-2-yl)morpholine